[C].[Ti].[Hf] hafnium titanium carbon